C1(CC1)C#CC=1C=C(SC1)C1(CC1)C=1NC(C=2CN(CCCC2N1)C([C@@H](C1=CC(=CC=C1)C(F)(F)F)O)=O)=O (R)-2-(1-(4-(cyclopropylethynyl)thiophen-2-yl)cyclopropyl)-6-(2-hydroxy-2-(3-(trifluoromethyl)phenyl)acetyl)-3,5,6,7,8,9-hexahydro-4H-pyrimido[5,4-c]azepin-4-one